4-amino-1-[(2R,4S,5R)-4-hydroxy-5-(hydroxymethyl)-5-isopropyloxolan-2-yl]pyrimidin-2-one NC1=NC(N(C=C1)[C@@H]1O[C@]([C@H](C1)O)(C(C)C)CO)=O